C(C)(C)(C)OC(=O)N1[C@@H](C[C@H](C1)NC(=O)C=1OC(=CN1)C1=CC(=CC=C1)C=C)CN1N=NC=C1.C1(=C(C=CC=C1)C=1C(=O)NC(C1)=O)C=1C(=O)NC(C1)=O 1,2-phenylenebis-maleimide tert-butyl-(2S,4R)-2-((1H-1,2,3-triazol-1-yl)methyl)-4-(5-(3-vinylphenyl)oxazole-2-carboxamido)pyrrolidine-1-carboxylate